NC=1C=C(C=NC1)C(=O)N1C[C@H](N(CC1)C(C=1C=C(C#N)C=CC1Cl)C1=CC=CC=C1)CO 3-{[(2S)-4-(5-aminopyridine-3-carbonyl)-2-(hydroxymethyl)piperazin-1-yl](phenyl)methyl}-4-chlorobenzonitrile